4-(5-amino-5-(2-amino-1,1-difluoro-2-oxoethyl)octahydropentalen-2-yl)-N-(3-chloro-4-fluorophenyl)-1-methyl-1H-imidazole-5-carboxamide NC1(CC2CC(CC2C1)C=1N=CN(C1C(=O)NC1=CC(=C(C=C1)F)Cl)C)C(C(=O)N)(F)F